C(C)(C)(C)N(C(O)=O)S(NCCCCCNC1=C(C=NC2=CC(=C(C=C12)OC)OC)C#N)(=O)=O.COC1OC(CC1)OC 2,5-dimethoxytetrahydroFuran tert-butyl-(N-(5-((3-cyano-6,7-dimethoxyquinolin-4-yl)amino)pentyl)sulfamoyl)carbamate